ClC=1C(N(C(=CC1OCC1=C(C=C(C=C1)F)CO)C)C1=C(C=CC=C1F)F)=O 3-chloro-1-(2,6-difluorophenyl)-4-{[4-fluoro-2-(hydroxymethyl)benzyl]oxy}-6-methylpyridin-2(1H)-one